benzyl 4-[8-(3-chlorophenyl)-2-[(2,4-dimethoxyphenyl)methylamino]-7-oxo-pyrido[2,3-d]pyrimidin-6-yl]-8-methyl-2,3-dihydroquinoxaline-1-carboxylate ClC=1C=C(C=CC1)N1C(C(=CC2=C1N=C(N=C2)NCC2=C(C=C(C=C2)OC)OC)N2CCN(C1=C(C=CC=C21)C)C(=O)OCC2=CC=CC=C2)=O